FC(C1=NN(C(=C1)C(F)F)CC(=O)N1CCC(CC1)C=1SC=C(N1)C1=NOC(C1)C1=C(C=CC=C1)OCC#C)F 2-[3,5-bis(difluoromethyl)-1H-pyrazol-1-yl]-1-[4-(4-{5-[2-(prop-2-yn-1-yloxy)phenyl]-4,5-dihydro-1,2-oxazol-3-yl}-1,3-thiazol-2-yl)piperidine-1-yl]ethanone